tert-butyl (S)-3-(5-(pyridin-3-yl)-3-ureidothiophene-2-carboxamido)piperidine-1-carboxylate N1=CC(=CC=C1)C1=CC(=C(S1)C(=O)N[C@@H]1CN(CCC1)C(=O)OC(C)(C)C)NC(=O)N